N-(2-(4,6-difluoro-1H-indol-3-yl)ethyl)-4-fluoro-2-((3,4,5-trimethoxyphenyl)amino)benzamide FC1=C2C(=CNC2=CC(=C1)F)CCNC(C1=C(C=C(C=C1)F)NC1=CC(=C(C(=C1)OC)OC)OC)=O